FC=1C=C2C=NN(C2=CC1C=1C=2C(=NN(C2C=CC1)CCCCC(=O)OC)C1CCNCC1)C methyl 5-[5'-fluoro-1'-methyl-3-(piperidin-4-yl)-[4,6'-biindazol]-1-yl]pentanoate